(4x-r,7x-s)-2-(4-fluorophenyl)-3-(6-methyl-1H-pyrazolo[3,4-b]pyridin-4-yl)-4,5,6,7-tetrahydro-4,7-methanopyrazolo[1,5-a]pyridine FC1=CC=C(C=C1)C1=NN2C(C3CCC2C3)=C1C1=C3C(=NC(=C1)C)NN=C3